4-((5-chloro-4-((2-(dimethylphosphono)phenyl)amino)pyrimidin-2-yl)amino)benzoic acid ClC=1C(=NC(=NC1)NC1=CC=C(C(=O)O)C=C1)NC1=C(C=CC=C1)P(=O)(OC)OC